docosyl-succinic acid C(CCCCCCCCCCCCCCCCCCCCC)C(C(=O)O)CC(=O)O